1-methyl-3,5-di(1-naphthylmethylidene)piperidin-4-one CN1CC(C(C(C1)=CC1=CC=CC2=CC=CC=C12)=O)=CC1=CC=CC2=CC=CC=C12